(4R)-4-hydroxy-1-methyl-pyrrolidin-2-one O[C@@H]1CC(N(C1)C)=O